ClC=1N=C(C2=C(N1)C=NN2)N(C)C 5-chloro-N,N-dimethyl-1H-pyrazolo[4,3-d]pyrimidin-7-amine